(Z)-5-chloro-3-(hydroxyimino)-1-(1-((1s,4s)-4-isopropylcyclohexyl)piperidin-4-yl)indolin-2-one ClC=1C=C2/C(/C(N(C2=CC1)C1CCN(CC1)C1CCC(CC1)C(C)C)=O)=N/O